2-(3,4-epoxycyclohexyl)hexyl-trimethoxysilane Tris(4,4,5,5,5-pentafluoropentyl)phosphite FC(CCCOP(OCCCC(C(F)(F)F)(F)F)OCCCC(C(F)(F)F)(F)F)(C(F)(F)F)F.C1(CC2C(CC1)O2)C(C[Si](OC)(OC)OC)CCCC